bis[4-(vinyloxy)butyl] (methylenedi-4,1-phenylene)biscarbamate C(C1=CC=C(C=C1)NC(OCCCCOC=C)=O)C1=CC=C(C=C1)NC(OCCCCOC=C)=O